[C@@H]1([C@H](O)[C@@H](O)[C@H](O)[C@H](O1)CO)OC=1C(=O)O[C@@H](C1O)[C@@H](O)CO 2-O-β-D-glucopyranosyl-ascorbic acid